N-((1R,2S)-2-aminocyclopentyl)-4-oxo-4,5-dihydro-3H-1-thia-3,5,8-triazaacenaphthylene-2-carboxamide N[C@@H]1[C@@H](CCC1)NC(=O)C=1SC=2N=CC=C3NC(NC1C23)=O